(trifluoromethyl)-1,3-oxazolidine-3-carbonitrile FC(F)(F)C1OCCN1C#N